8-(1-(2,2-difluoroethyl)-1H-pyrazolo[3,4-b]pyrazin-yl)-2-(3-(trifluoromethyl)pyridin-2-yl)-2,8-diazaspiro[4.5]decan-1-one FC(CN1N=C(C=2C1=NC=CN2)N2CCC1(CCN(C1=O)C1=NC=CC=C1C(F)(F)F)CC2)F